1',2'-dihydrospiro[cyclopropane-1,3'-pyrrolo[3,2-b]pyridine]-5'-carboxamide N1CC2(C3=NC(=CC=C31)C(=O)N)CC2